FC1=CC(=C(C=C1)[N+](=O)[O-])C 4-fluoro-2-methyl-1-nitro-benzene